1-(4-((6-((4-(3-cyclohexyl-7-fluoro-2-methyl-2H-indazol-5-yl)-5-fluoropyrimidin-2-yl)amino)pyridin-3-yl)methyl)piperazin-1-yl)ethan-1-one C1(CCCCC1)C=1N(N=C2C(=CC(=CC12)C1=NC(=NC=C1F)NC1=CC=C(C=N1)CN1CCN(CC1)C(C)=O)F)C